FC(C1=CC=C(C=N1)C=1C=C(C(N(N1)C=1C=NC=CC1)=O)C(=O)N[C@H](CO)C)F 6-[6-(difluoromethyl)pyridin-3-yl]-N-[(2S)-1-hydroxy-propan-2-yl]-3-oxo-2-(pyridin-3-yl)-2,3-dihydropyridazine-4-carboxamide